7-(2-((2-(2,6-dioxopiperidin-3-yl)-1,3-dioxoisoindol-4-yl)oxy)acetamido)heptanamide O=C1NC(CCC1N1C(C2=CC=CC(=C2C1=O)OCC(=O)NCCCCCCC(=O)N)=O)=O